(E)-N-(2,4-difluorophenyl)-2-methoxy-5-(4-(4-(4-oxopent-2-enoyl)piperazin-1-yl)quinazolin-6-yl)pyridine-3-sulfonamide FC1=C(C=CC(=C1)F)NS(=O)(=O)C=1C(=NC=C(C1)C=1C=C2C(=NC=NC2=CC1)N1CCN(CC1)C(\C=C\C(C)=O)=O)OC